N-((S)-1'-(5-(2,3-dichlorophenyl)thiazolo[5,4-d]thiazol-2-yl)-1,3-dihydrospiro[inden-2,4'-piperidin]-1-yl)-2-methylpropan-2-sulfinamide ClC1=C(C=CC=C1Cl)C=1SC2=C(N1)SC(=N2)N2CCC1(CC2)[C@@H](C2=CC=CC=C2C1)NS(=O)C(C)(C)C